ClC1=CC=C(C=C1)C(C(=O)NCC1=C(C(=C(C=C1)C(F)(F)F)C=1NC(C=C(N1)C(F)(F)F)=O)F)(C)C 2-(4-chlorophenyl)-N-{2-fluoro-3-[6-oxo-4-(trifluoromethyl)-1,6-dihydropyrimidin-2-yl]-4-(trifluoromethyl)benzyl}-2-methylpropanamide